(S)-3-chloro-5-(7-(2-((5-chloro-2-(3-methylmorpholino)pyridin-4-yl)amino)-2-oxoethyl)-3-methyl-2-(methylamino)-4-oxo-4,7-dihydro-3H-pyrrolo[2,3-d]pyrimidin-5-yl)-2-hydroxybenzamide ClC=1C(=C(C(=O)N)C=C(C1)C1=CN(C=2N=C(N(C(C21)=O)C)NC)CC(=O)NC2=CC(=NC=C2Cl)N2[C@H](COCC2)C)O